1,4-bis(bromomethyl)-2-chlorophenyl-(1,4-bis(bromomethyl)-2-chlorobenzene) BrCC1(C(C=C(C=C1)CBr)Cl)C=1C(=C(C=CC1CBr)CBr)Cl